1-(((1r,4r)-4-(((2,5-bis(trifluoromethyl)pyrazolo[1,5-a]pyrimidin-7-yl)amino)methyl)-4-(4-fluorophenyl)cyclohexyl)amino)-2-methylpropan-2-ol FC(C1=NN2C(N=C(C=C2NCC2(CCC(CC2)NCC(C)(O)C)C2=CC=C(C=C2)F)C(F)(F)F)=C1)(F)F